F[C@H]1C[C@]2(CCCN2C1)COC1=NC2=C(C(=C(C=C2C(=N1)N1CC2CCC(C1)N2)Cl)C2=NC(=CC1=CC=CC(=C21)F)N)F 1-(2-{[(2s,7ar)-2-fluoro-hexahydro-1H-pyrrolizin-7a-yl]methoxy}-6-chloro-4-{3,8-diazabicyclo[3.2.1]oct-3-yl}-8-fluoroquinazolin-7-yl)-8-fluoroisoquinolin-3-amine